FC1(C[C@H](CCC1)NC(=O)NCC1=CC(=NC=C1)OC(F)F)F 1-[(1S)-3,3-difluorocyclohexyl]-3-[[2-(difluoromethoxy)pyridin-4-yl]methyl]urea